C(#N)C1(CC1)C1=CC=CC(=N1)N1N=C2CCC(CC2=C1)C(=O)N[C@H]1[C@H]2CC[C@@H](C1)N2CC2=CC=C(C=C2)OC 2-(6-(1-cyanocyclopropyl)pyridin-2-yl)-N-((1R,2R,4S)-7-(4-methoxybenzyl)-7-azabicyclo[2.2.1]heptan-2-yl)-4,5,6,7-tetrahydro-2H-indazole-5-carboxamide